1-((2R,5S)-5-(hydroxymethyl)-2,5-dihydrofuran-2-yl)-5-methylpyrimidine-2,4(1H,3H)-dione OC[C@@H]1C=C[C@@H](O1)N1C(NC(C(=C1)C)=O)=O